C1(CC1)S(=O)(=O)N1N=CC(=C1)C1=NC=C(C(=N1)NC1=NC=C(C(=C1)NC1CCC(CC1)CCO)C1=NN(C=C1)CC(F)F)F 2-((1s,4s)-4-((2-((2-(1-(Cyclopropylsulfonyl)-1H-pyrazol-4-yl)-5-fluoropyrimidin-4-yl)amino)-5-(1-(2,2-difluoroethyl)-1H-pyrazol-3-yl)pyridin-4-yl)amino)cyclohexyl)ethan-1-ol